racemic-diphenylmethanimine C1(=CC=CC=C1)C(=N)C1=CC=CC=C1